CN1N=C(C(=C1)C1=CC(=C2CN(C(C2=C1)=O)C=1N=NC(=CC1)OC1C[C@]2(CC[C@@](C1)(N2)C)C)F)C 6-(1,3-dimethyl-1H-pyrazol-4-yl)-2-(6-(((1R,3s,5S)-1,5-dimethyl-8-azabicyclo[3.2.1]octan-3-yl)oxy)pyridazin-3-yl)-4-fluoroisoindolin-1-one